N-(3-(Difluoromethoxy)-5-fluoro-4-(2-((3-fluorooxetan-3-yl)methyl)-3-methyl-2,3,4,9-Tetrahydro-1H-pyrido[3,4-b]indol-1-yl)phenyl)-1-(3-fluoropropyl)azetidine-3-amine FC(OC=1C=C(C=C(C1C1N(C(CC2=C1NC1=CC=CC=C21)C)CC2(COC2)F)F)NC2CN(C2)CCCF)F